(S)-2-((R)-1-(tert-butoxycarbonyl)pyrrolidin-3-yl)-3-(3-iodophenyl)propanoic acid C(C)(C)(C)OC(=O)N1C[C@H](CC1)[C@@H](C(=O)O)CC1=CC(=CC=C1)I